tert-butyl 4-(4-(4,4,5,5-tetramethyl-1,3,2-dioxaborolan-2-yl)-1H-imidazol-1-yl)piperidine-1-carboxylate CC1(OB(OC1(C)C)C=1N=CN(C1)C1CCN(CC1)C(=O)OC(C)(C)C)C